N-(2-(2,5-dioxo-2,5-dihydro-1H-pyrrol-1-yl)ethyl)-3-oxo-3',7'-di(pyrrolidine-1-yl)-3H-dispiro[isobenzofuran-1,10'-dibenzo[b,e]siline-5',1''-silinane]-6-carboxamide O=C1N(C(C=C1)=O)CCNC(=O)C1=CC=C2C(OC3(C4=C(C=C(C=C4)N4CCCC4)[Si]4(CCCCC4)C4=C3C=CC(=C4)N4CCCC4)C2=C1)=O